C(CC)N(C(=O)C=1C=C(C=CC1)CS)CCC 3-(dipropylcarbamoyl)-phenyl-methyl mercaptan